4-fluoro-1-isopropyl-1H-pyrazolo[3,4-d]pyrimidin-6-amine FC1=C2C(=NC(=N1)N)N(N=C2)C(C)C